2-(4-(4-(5-chloro-1-methyl-1H-pyrazole-4-carbonyl)piperazin-1-yl)phenyl)-5,7-dimethoxyquinazolin-4(3H)-one ClC1=C(C=NN1C)C(=O)N1CCN(CC1)C1=CC=C(C=C1)C1=NC2=CC(=CC(=C2C(N1)=O)OC)OC